C1([C@H](O)[C@H](O)[C@@H](O)[C@@H](O1)C)[C@@]1([C@H](O)[C@H](O)[C@@H](CO)O1)N1C(=O)NC(=O)C=C1 Rhamnosyl-uridine